dilauroyl-phosphorylcholine C(CCCCCCCCCCC)(=O)P(=O)(C(CCCCCCCCCCC)=O)OCC[N+](C)(C)C